FC([C@@H](NC)C1=CC=C(C=C1)NC=1C(=C2C(=NC1)SC(=N2)C)[C@H](C(F)F)OC)F N-(4-((S)-2,2-difluoro-1-(methylamino)ethyl)phenyl)-7-((R)-2,2-difluoro-1-methoxyethyl)-2-methylthiazolo[5,4-b]pyridin-6-amine